OC(CNC(=O)N1CC2=CC=CC=C2CC1)CN1CC=2NC3=CC=CC=C3C2CC1 N-(2-hydroxy-3-(1,3,4,9-tetrahydro-2H-pyrido[3,4-b]indol-2-yl)propyl)-3,4-dihydroisoquinoline-2(1H)-carboxamide